6-(2,4-Dimethylphenyl)-2-(3-fluoropyridin-2-yl)-5,6,7,8-tetrahydrophthalazin-1(2H)-one CC1=C(C=CC(=C1)C)C1CC=2C=NN(C(C2CC1)=O)C1=NC=CC=C1F